ClC=1C2=C(C3=C(CN(S(N3)(=O)=O)CC=3C=NC(=CC3)C)C1)NC=C2Cl 6,7-dichloro-3-[(6-methyl-3-pyridyl)methyl]-4,9-dihydro-1H-pyrrolo[3,2-h][2,1,3]benzothiadiazine 2,2-dioxide